(S)-1-(5-((4-(cycloheptylmethyl)-3-methylpiperazin-1-yl)methyl)pyrazolo[1,5-a]pyridin-3-yl)dihydropyrimidine-2,4(1H,3H)-dione C1(CCCCCC1)CN1[C@H](CN(CC1)CC1=CC=2N(C=C1)N=CC2N2C(NC(CC2)=O)=O)C